COC(C[C@@H](C)NCC=1C=C2CCCN(C2=CC1)C1=NOC(=N1)C1=CC(=C(C=C1)OC(C)C)C#N)=O (R)-3-(((1-(5-(3-cyano-4-isopropoxyphenyl)-1,2,4-oxadiazol-3-yl)-1,2,3,4-Tetrahydroquinolin-6-yl)methyl)amino)butyric acid methyl ester